(R)-(3-(1,3-dimethyl-1H-thieno[2,3-c]pyrazol-5-yl)-8-methyl-5,6-dihydro-[1,2,4]triazolo[4,3-a]pyrazin-7(8H)-yl)(4-fluorophenyl)methanone CN1N=C(C2=C1SC(=C2)C2=NN=C1N2CCN([C@@H]1C)C(=O)C1=CC=C(C=C1)F)C